FC(C(=C(C(C(F)(F)F)(F)F)F)F)(F)F perfluoro(2-pentene)